C(C=CC1=CC=CC=C1)(=O)NCCCCNC(C(C(C)O)=C)=O N-(4-cinnamamidobutyl)-3-hydroxy-2-methylenebutanamide